3-(tert-butyl)-N-(3-fluoro-4-(6-(1-methyl-1H-pyrazol-4-yl)pyrazolo[1,5-a]pyrazin-4-yl)benzyl)-1,2,4-oxadiazole-5-carboxamide C(C)(C)(C)C1=NOC(=N1)C(=O)NCC1=CC(=C(C=C1)C=1C=2N(C=C(N1)C=1C=NN(C1)C)N=CC2)F